NC1CCC(CC1)NC1=NC=CC(=N1)C=1C(=NC=CC1)OC1=CC=C(C=C1)NS(=O)(=O)C1=C(C=CC=C1)Cl N-[4-[(1r,4r)-[3-[2-[(4-aminocyclohexyl)amino]pyrimidin-4-yl]-2-pyridyl]oxy]phenyl]2-chlorobenzenesulfonamide